(-)-5-fluoro-6-[1-[4-(5-methyl-1,3,4-oxadiazol-2-yl)-1-piperidinyl]ethyl]-2,3-dihydrofuro[2,3-b]pyridine FC=1C=C2C(=NC1C(C)N1CCC(CC1)C=1OC(=NN1)C)OCC2